(7-(4-(Difluoromethoxy)benzyl)-2-azaspiro[3.5]nonan-2-yl)((1s,3s)-3-hydroxy-3-methylcyclobutyl)methanon FC(OC1=CC=C(CC2CCC3(CN(C3)C(=O)C3CC(C3)(C)O)CC2)C=C1)F